N-(2-(1-naphthyl)acetyl)-L-cysteine C1(=CC=CC2=CC=CC=C12)CC(=O)N[C@@H](CS)C(=O)O